C(C)NS(=O)(=O)C1=C(C=CC=C1)C1=CN=C(S1)[C@@H]1CC[C@H](CC1)NC(OC1COC1)=O oxetan-3-yl (trans-4-(5-(2-(N-ethylsulfamoyl)phenyl)thiazol-2-yl)cyclohexyl)carbamate